N-(4-amino-1H-pyrazolo[4,3-c]pyridin-7-yl)-N'-[[4-(trifluoromethyl)phenyl]methyl]-N'-[[6-(trifluoromethyl)-3-pyridyl]methyl]oxamide NC1=NC=C(C2=C1C=NN2)NC(=O)C(=O)N(CC=2C=NC(=CC2)C(F)(F)F)CC2=CC=C(C=C2)C(F)(F)F